4-Octyl-N-phenylthiophen-2-amine C(CCCCCCC)C=1C=C(SC1)NC1=CC=CC=C1